[Pd](Cl)Cl palladium(II) bis-chloride